[Na].P(=O)(OCCCCCCCC)(OCCCCCCCC)OCCCCCCCC trioctyl phosphate sodium salt